5-(10-Phenyldecyl)benzene-1,3-diol C1(=CC=CC=C1)CCCCCCCCCCC=1C=C(C=C(C1)O)O